1,1-diisopropyl-5-methyl-5-aza-2,8-dioxa-1-stannacyclooctane C(C)(C)[Sn]1(OCCN(CCO1)C)C(C)C